(1S,2R)-2-((S)-5-Bromo-8-((4-ethyl-4H-1,2,4-triazol-3-yl)methoxy)-1-((1-oxoisoindolin-2-yl)methyl)-1,2,3,4-tetrahydroisochinolin-2-carbonyl)cyclohexan BrC1=C2CCN([C@@H](C2=C(C=C1)OCC1=NN=CN1CC)CN1C(C2=CC=CC=C2C1)=O)C(=O)C1CCCCC1